FC1=C2C=CC=NC2=CC=C1NC1=NC=NC2=CC(=CC(=C12)O[C@@H](C)C1CCOCC1)C=1C=NN(C1)C (S)-N-(5-fluoroquinolin-6-yl)-7-(1-methyl-1H-pyrazol-4-yl)-5-(1-(tetrahydro-2H-pyran-4-yl)ethoxy)quinazolin-4-amine